2-phenyl-phenoxide lithium [Li+].C1(=CC=CC=C1)C1=C([O-])C=CC=C1